nickel-iron sulfur [S].[Fe].[Ni]